1-(7-bromo-2,3-dihydro-4H-benzo[b][1,4]oxazin-4-yl)ethan-1-one BrC=1C=CC2=C(OCCN2C(C)=O)C1